2-(2-methylphenyl)cyclohexanone CC1=C(C=CC=C1)C1C(CCCC1)=O